tert-Butyl 4-carbamoylpiperidin-1-carboxylate C(N)(=O)C1CCN(CC1)C(=O)OC(C)(C)C